C1(CCC1)NC1=NC(=NC=C1CC)C1=NC=CC=C1 Cyclobutyl-(5-ethyl-2-pyridin-2-yl-pyrimidin-4-yl)-amine